2-((((1r,3r)-3-(5,7-difluoro-2-(4-fluorophenyl)-1H-indol-3-yl)cyclobutyl)methyl)-amino)acetamide FC=1C=C2C(=C(NC2=C(C1)F)C1=CC=C(C=C1)F)C1CC(C1)CNCC(=O)N